1,2,3-Benzotriazine-4(3H)-one N1=NNC(C2=C1C=CC=C2)=O